CC(/C=C/C(C(=O)O)NC(C1=CC=C(C=C1)OC1=CC=CC=C1)=O)(C)C (E)-5,5-dimethyl-2-(p-phenoxybenzoylamino)-3-hexenoic acid